OCOC(=C=C=C=C=C=C=C=C=C)C1=CC=CC=C1 HYDROXYMETHOXYPHENYL-DECANONEN